F\C(=C/CN)\CN1N=NC2=C1C=CC=C2C2=CC(=CC=C2)S(=O)(=O)C (Z)-3-fluoro-4-(4-(3-(methylsulfonyl)phenyl)-1H-benzo[d][1,2,3]triazol-1-yl)but-2-en-1-amine